Cl.O1C(=CC=C1)CC1=CNC=2N=C(N=C(C21)N)C [(furan-2-yl)methyl]-2-methyl-7H-pyrrolo[2,3-d]pyrimidin-4-amine hydrochloride